BrC1=NC=2CCC3C(C2C=C1)(CCC3)S(=O)(=O)C3=CC=C(C=C3)F 3-bromo-9a-((4-fluorophenyl)sulfonyl)-6,6a,7,8,9,9a-hexahydro-5H-cyclopenta[f]Quinoline